C(C)OC(C(C=CC(C)(C)C)NC(=O)C=1N(C(=CC1)Cl)COCC[Si](C)(C)C)=O ethyl-2-(5-chloro-1-{[2-(trimethylsilyl) ethoxy] methyl}-2-pyrrolylcarbonylamino)-5,5-dimethyl-3-hexenoate